(S)-(1-(3-(2-Isopropoxypyridin-4-yl)-1,2,4-oxadiazol-5-yl)ethyl)carbamic acid tert-butyl ester C(C)(C)(C)OC(N[C@@H](C)C1=NC(=NO1)C1=CC(=NC=C1)OC(C)C)=O